3-[[3-(2-Chloro-6-methyl-4-pyridyl)-2-(3-cyanophenyl)pyrazolo[1,5-a]pyrimidin-5-yl]amino]bicyclo[1.1.1]pentane-1-carboxylic acid ClC1=NC(=CC(=C1)C=1C(=NN2C1N=C(C=C2)NC21CC(C2)(C1)C(=O)O)C1=CC(=CC=C1)C#N)C